CC1CC(C1)(C=1N=CN(C1C)C(C1=CC=CC=C1)(C1=CC=CC=C1)C1=CC=CC=C1)NC1=CC=CC=C1 ((1s,3s)-3-methyl-1-(5-methyl-1-trityl-1H-imidazol-4-yl)cyclobutyl)aniline